6-amino-9-((1-(3-(hydroxymethyl)benzyl)-6-oxo-1,6-dihydropyridin-3-yl)methyl)-2-(methylsulfonyl)-7,9-dihydro-8H-purin-8-one NC1=C2NC(N(C2=NC(=N1)S(=O)(=O)C)CC1=CN(C(C=C1)=O)CC1=CC(=CC=C1)CO)=O